ClC=1C=C(C=CC1F)C(NC=1C=NC(=CC1F)C(F)(F)F)C=1NC(=C(N1)S(=O)(=O)C)C N-[(3-chloro-4-fluorophenyl)-(5-methyl-4-methylsulfonyl-1H-imidazol-2-yl)methyl]-4-fluoro-6-(trifluoromethyl)pyridin-3-amine